C1(CC1)CN1CC(N(CC1)CC1=C2C=CNC2=C(C=C1OC)C)C1=CC=C(C(=O)O)C=C1 4-(4-(Cyclopropyl-methyl)-1-((5-methoxy-7-methyl-1H-indol-4-yl)methyl)piperazin-2-yl)benzoic acid